5-(2,2-Difluoroethylamino)-6-(1-methylbenzimidazol-4-yl)-3-(4-morpholinoanilino)pyrazine FC(CNC=1N=C(C=NC1C1=CC=CC=2N(C=NC21)C)NC2=CC=C(C=C2)N2CCOCC2)F